Cl.ClC=1C=C(OC2CCC(CC2)NC(=O)C=2N=NC(=CC2)N2CCC(CC2)CN2CCNCC2)C=CC1C#N N-((1r,4r)-4-(3-chloro-4-cyanophenoxy)cyclohexyl)-6-(4-(piperazin-1-ylmethyl)piperidin-1-yl)pyridazine-3-carboxamide hydrochloride